methyl 6-cyclopropoxy-2-((1r,4r)-4-(2-iodoethyl)cyclohexyl)-2H-indazole-5-carboxylate C1(CC1)OC=1C(=CC2=CN(N=C2C1)C1CCC(CC1)CCI)C(=O)OC